C(#N)C1=C(C=C(C=C1)C(F)(F)F)NC(=O)[C@@]12[C@@H]3C[C@H]([C@H]([C@]2(C1)C1=CC(=NC=C1)OC)O3)O (1S,2S,4R,5S,6R)-N-(2-cyano-5-(trifluoromethyl)phenyl)-6-hydroxy-4-(2-methoxypyridin-4-yl)-8-oxatricyclo[3.2.1.02,4]octane-2-carboxamide